P([O-])([O-])=O.[Mg+2] magnesium phosphonate